ClC=1N=C(C2=C(N1)CNC2=O)N2CCOCCC2 2-chloro-4-(1,4-oxazepan-4-yl)-6,7-dihydropyrrolo[3,4-d]pyrimidin-5-one